para-trifluoromethoxybenzoic acid FC(OC1=CC=C(C(=O)O)C=C1)(F)F